(2S,4R)-6-chloro-4-hydroxy-N-(3-{5-[cis-3-(trifluoromethoxy)cyclobutyl]-1,2-oxazol-3-yl}bicyclo[1.1.1]pent-1-yl)-3,4-dihydro-2H-1-benzopyran-2-carboxamide ClC=1C=CC2=C([C@@H](C[C@H](O2)C(=O)NC23CC(C2)(C3)C3=NOC(=C3)[C@@H]3C[C@@H](C3)OC(F)(F)F)O)C1